N-(2-(N,N-bis(2,4-dimethoxybenzyl)sulfamoyl)pyridin-4-yl)-2-(4,4-difluoro-3-methylpiperidin-1-yl)-6,6-difluoro-4-methyl-5,6,7,8-tetrahydroquinoline-3-carboxamide COC1=C(CN(S(=O)(=O)C2=NC=CC(=C2)NC(=O)C=2C(=NC=3CCC(CC3C2C)(F)F)N2CC(C(CC2)(F)F)C)CC2=C(C=C(C=C2)OC)OC)C=CC(=C1)OC